tert-butyl 4-[1-chloro-8-(trifluoromethyl)-6-isoquinolyl]piperazine-1-carboxylate ClC1=NC=CC2=CC(=CC(=C12)C(F)(F)F)N1CCN(CC1)C(=O)OC(C)(C)C